6-[(2S)-2-aminobutyl]-2-chloro-N-[(3-fluoropyridin-4-yl)methyl]-7-methylthieno[3,2-d]pyrimidin-4-amine dihydrochloride Cl.Cl.N[C@H](CC1=C(C=2N=C(N=C(C2S1)NCC1=C(C=NC=C1)F)Cl)C)CC